FC1=CC=CC2=C1NCC1C(C(N2C)=O)N(C(C1)=O)C1=NC(=CC(=C1)C(F)(F)F)C 6-fluoro-10-methyl-1-(6-methyl-4-(trifluoromethyl)pyridin-2-yl)-1,3a,4,5,10,11a-hexahydro-2H-benzo[b]pyrrolo[2,3-f][1,4]diazocine-2,11(3H)-dione